1-(4-fluoropyridin-2-yl)piperazine dihydrochloride Cl.Cl.FC1=CC(=NC=C1)N1CCNCC1